(S)-6-(3-(5-fluoropyridin-3-yl)isoxazolidin-2-yl)-N-(2-methoxy-4-(4-(4-methylpiperazin-1-yl)piperidin-1-yl)phenyl)pyrimidin-4-amine FC=1C=C(C=NC1)[C@H]1N(OCC1)C1=CC(=NC=N1)NC1=C(C=C(C=C1)N1CCC(CC1)N1CCN(CC1)C)OC